OC1=C(C=C(C=C1)CC(C(=O)O)(O)C)OC 3-(4-Hydroxy-3-methoxyphenyl)-2-methyllactic acid